3-((1-(6,7-Difluoro-1-((1-methyl-1H-1,2,4-triazol-3-yl)methoxy)isoquinolin-4-yl)ethyl)amino)propan-1-ol FC=1C=C2C(=CN=C(C2=CC1F)OCC1=NN(C=N1)C)C(C)NCCCO